3-(N-(5-cyano-4-fluoro-2-(isothiazol-3-yl)phenyl)sulfamoyl)-4-cyclopropylbenzoic Acid C(#N)C=1C(=CC(=C(C1)NS(=O)(=O)C=1C=C(C(=O)O)C=CC1C1CC1)C1=NSC=C1)F